CNS(=O)(=O)C1=CC(=CC(=C1)C=1N=C2C(=NC1)NC=C2C=2C=NN(C2)C2CCOCC2)N2[C@@H](CCC2)C (R)-N-methyl-3-(2-methylpyrrolidin-1-yl)-5-(7-(1-(tetrahydro-2H-pyran-4-yl)-1H-pyrazol-4-yl)-5H-pyrrolo[2,3-b]pyrazin-2-yl)benzenesulfonamide